C(C1=CC=CC=C1)OC(=O)N1CCC(CC1)C#CC1=CC=CC=2N(C(N(C21)C)=O)C2C(NC(CC2)=O)=O 4-{2-[1-(2,6-dioxopiperidin-3-yl)-3-methyl-2-oxo-1,3-benzodiazol-4-yl]ethynyl}piperidine-1-carboxylic acid benzyl ester